CYCLOHEXYL ANTHRANILATE C(C=1C(N)=CC=CC1)(=O)OC1CCCCC1